7-(4-(ethylsulfonamido)phenyl)-3H-imidazo[4,5-b]pyridin C(C)S(=O)(=O)NC1=CC=C(C=C1)C1=C2C(=NC=C1)NC=N2